N-(3-(3-(6-Bromo-7-(((S)-1-(ethylsulfonyl)pyrrolidin-3-yl)amino)-1H-imidazo[4,5-b]pyridin-2-yl)-2,5-dimethyl-1H-pyrrol-1-yl)-4-methylphenyl)-2-(4-methylpiperazin-1-yl)acetamid BrC=1C(=C2C(=NC1)N=C(N2)C2=C(N(C(=C2)C)C=2C=C(C=CC2C)NC(CN2CCN(CC2)C)=O)C)N[C@@H]2CN(CC2)S(=O)(=O)CC